(3-(3-(benzo[d]thiazol-5-yl)-1H-pyrazolo[3,4-b]pyrazin-6-yl)-7-(5-methylisoxazol-3-yl)-3-azabicyclo[4.1.0]heptan-7-yl)methanamine S1C=NC2=C1C=CC(=C2)C2=NNC1=NC(=CN=C12)N1CC2C(C2CC1)(C1=NOC(=C1)C)CN